OC[C@H]1N(CCC1)C(CN1C(C2=CC=CC=C2C1)=O)=O 2-{2-[(2S)-2-(hydroxymethyl)pyrrolidin-1-yl]-2-oxoethyl}-2,3-dihydro-1H-isoindol-1-one